COC1=CC(=C2C(=C(NC2=C1C(=O)N)C)C)C1=C(C(=CC=C1)N1C=NC2=CC=CC=C2C1=O)C 6-methoxy-2,3-dimethyl-4-(2-methyl-3-(4-oxoquinazolin-3(4H)-yl)phenyl)-1H-indole-7-carboxamide